ClC1=C(C=CC=C1)C1=CC(OC2=CC(=CC=C12)O[C@@H](C(=O)N1CCCCC1)C)=O (3S)-1-[(2R)-2-[4-(2-Chlorophenyl)-2-oxo-chromen-7-yl]oxypropanoyl]piperidin